N-(2-amino-4-fluorophenyl)-4-[[[4-[(5-methyl-1H-pyrazol-3-yl)amino]pyrrolo[2,1-f][1,2,4]triazin-2-yl]thio]methyl]benzamide NC1=C(C=CC(=C1)F)NC(C1=CC=C(C=C1)CSC1=NN2C(C(=N1)NC1=NNC(=C1)C)=CC=C2)=O